2,4,6-trimethylbenzenesulfinamide CC1=C(C(=CC(=C1)C)C)S(=O)N